4,6-bis(2,4-dimethylphenyl)-2-(2-hydroxy-4-octyloxyphenyl)-s-triazine CC1=C(C=CC(=C1)C)C1=NC(=NC(=N1)C1=C(C=C(C=C1)C)C)C1=C(C=C(C=C1)OCCCCCCCC)O